C1(CC1)C1OC2=C(C(=CC(=C2C(=C1)OC)CC=1C(=NC(=NC1)N)N)OC)OC 5-((2-cyclopropyl-4,7,8-trimethoxychromen-5-yl)methyl)pyrimidine-2,4-diamine